(R)-1-(7-(8-ethyl-7-fluoro-3-hydroxynaphthalen-1-yl)-8-fluoro-2-(((3S,4S)-4-(fluoromethyl)-1,3-dimethylpiperidin-3-yl)methoxy)pyrido[4,3-d]pyrimidin-4-yl)-3-methylpiperidin-3-ol C(C)C=1C(=CC=C2C=C(C=C(C12)C1=C(C=2N=C(N=C(C2C=N1)N1C[C@@](CCC1)(O)C)OC[C@@]1(CN(CC[C@@H]1CF)C)C)F)O)F